(E)-2-(5-chlorothien-2-yl)ethenesulfonyl chloride ClC1=CC=C(S1)/C=C/S(=O)(=O)Cl